BrC=1SC2=C(N1)C=CC(=C2)C(=O)OC(C)(C)C t-butyl 2-bromobenzo[d]thiazole-6-carboxylate